4-chloro-6-((triisopropylsilyl)ethyl)pyrimidin-2-amine ClC1=NC(=NC(=C1)CC[Si](C(C)C)(C(C)C)C(C)C)N